2-(3-bromophenyl)-N-(methylcarbamothioyl)-2-(4-(trifluoromethyl)pyridin-2-yl)acetamide BrC=1C=C(C=CC1)C(C(=O)NC(NC)=S)C1=NC=CC(=C1)C(F)(F)F